4-(2,2-difluoro-7-((5-methoxy-7-methyl-1H-indol-4-yl)methyl)-7-azaspiro[3.5]nonan-6-yl)-N-(oxetan-3-ylmethyl)benzamide FC1(CC2(C1)CC(N(CC2)CC2=C1C=CNC1=C(C=C2OC)C)C2=CC=C(C(=O)NCC1COC1)C=C2)F